N,N-dimethyl-2-((methylamino)methyl)benzamide CN(C(C1=C(C=CC=C1)CNC)=O)C